4-((4-cyclopropyl-2-(N-methyl-methanesulfonamido)-phenyl)amino)-N-ethoxy-6-((4-methyl-pyridin-2-yl)-amino)nicotinamide C1(CC1)C1=CC(=C(C=C1)NC1=CC(=NC=C1C(=O)NOCC)NC1=NC=CC(=C1)C)N(S(=O)(=O)C)C